1,2-di-(7Z,10Z,13Z,16Z-docosatetraenoyl)-sn-glycero-3-phosphocholine CCCCC/C=C\C/C=C\C/C=C\C/C=C\CCCCCC(=O)OC[C@H](COP(=O)([O-])OCC[N+](C)(C)C)OC(=O)CCCCC/C=C\C/C=C\C/C=C\C/C=C\CCCCC